2-(3-(cyclopentyloxy)-5-((1r,3r)-3-methoxy-1-(4-methyl-4H-1,2,4-triazol-3-yl)cyclobutyl)phenyl)-6-(((1-methylcyclobutyl)amino)methyl)-4-(trifluoromethyl)isoindolin-1-one C1(CCCC1)OC=1C=C(C=C(C1)C1(CC(C1)OC)C1=NN=CN1C)N1C(C2=CC(=CC(=C2C1)C(F)(F)F)CNC1(CCC1)C)=O